6-methoxy-1-methyl-2-oxo-4-[4-(3-phenyl-1,2,4-oxadiazol-5-yl)piperidin-1-yl]-1,2-dihydroquinoline-3-carboxamide COC=1C=C2C(=C(C(N(C2=CC1)C)=O)C(=O)N)N1CCC(CC1)C1=NC(=NO1)C1=CC=CC=C1